FC1=CC=C(OC2=C(NC3=CC=CC=C23)C2=NNC(=C2)NC(C2=CC=C(C=C2)NC2CCN(CC2)C)=O)C=C1 N-(3-(3-(4-fluorophenoxy)-1H-indol-2-yl)-1H-pyrazol-5-yl)-4-((1-methylpiperidin-4-yl)amino)benzamide